O=C1NC(CCC1N1C(C2=CC(=C(C=C2C1=O)F)N1CCC(CC1)O[C@@H]1CNCC1)=O)=O 2-(2,6-dioxo-3-piperidyl)-5-fluoro-6-[4-[(3S)-pyrrolidin-3-yl]oxy-1-piperidyl]isoindoline-1,3-dione